(2R)-2-{6-[5-chloro-2-(methylamino)pyrimidin-4-yl]-1-oxo-2,3-dihydro-1H-isoindol-2-yl}-N-[(1R)-1-[6-(dimethylamino)pyridin-2-yl]ethyl]propanamide ClC=1C(=NC(=NC1)NC)C1=CC=C2CN(C(C2=C1)=O)[C@@H](C(=O)N[C@H](C)C1=NC(=CC=C1)N(C)C)C